C(C)(C)(C)OC(=O)N1CC2(C1)CCC(CC2)OC2=CC(=C(C=C2)N2N=CC(=C2)C(=O)O)C 1-(4-((2-(tert-butoxycarbonyl)-2-azaspiro[3.5]nonan-7-yl)oxy)-2-methylphenyl)-1H-pyrazole-4-carboxylic acid